ls-12,13-dimethoxy-5,6,9,10,15-pentakis(pentyloxy)-2-phenyldibenzo[4,5:9,10]pyreno[1,2-d]oxazole COC1=CC2=C(C3=C(C4=C(N=C(O4)C4=CC=CC=C4)C4=C5C(=C6C=C(C(=C2C6=C43)OCCCCC)OCCCCC)C=C(C(=C5)OCCCCC)OCCCCC)OCCCCC)C=C1OC